benzoxazine-d O1NC(=CC2=C1C=CC=C2)[2H]